(4R)-4-[(3R,5R,7R,8R,9S,10S,13R,14S,17R)-3-benzyl-3,7-dihydroxy-10,13-dimethyl-1,2,4,5,6,7,8,9,11,12,14,15,16,17-tetradecahydrocyclopenta[a]phenanthren-17-yl]pentanoic acid C(C1=CC=CC=C1)[C@]1(CC[C@@]2([C@H]3CC[C@@]4([C@H](CC[C@H]4[C@@H]3[C@@H](C[C@@H]2C1)O)[C@@H](CCC(=O)O)C)C)C)O